C1(CC1)C=1C=CC=2N(C1)C=C(N2)C2CCC=1N2C(=CN1)C(=O)NCC1=NC=CC(=C1F)OC 5-(6-cyclopropylimidazo[1,2-a]pyridin-2-yl)-N-((3-fluoro-4-methoxypyridin-2-yl)methyl)-6,7-dihydro-5H-pyrrolo[1,2-a]imidazole-3-carboxamide